N-[5-(1H-benzimidazol-2-yl)-1-[(4-methoxyphenyl)methyl]pyrazol-3-yl]-6-(4-morpholino-1-piperidyl)pyridine-3-carboxamide N1C(=NC2=C1C=CC=C2)C2=CC(=NN2CC2=CC=C(C=C2)OC)NC(=O)C=2C=NC(=CC2)N2CCC(CC2)N2CCOCC2